C(C)(C)(C)N1N=CC(=C1)NC1=NC=CC(=N1)C1=CC=C(C=C1)N1C(NCC1)=O 1-(4-(2-((1-(tert-butyl)-1H-pyrazol-4-yl)amino)pyrimidin-4-yl)phenyl)imidazolidin-2-one